tert-butyl (3,4-dichloro-5-cyano-6-fluoro-9H-pyrido[2,3-b]indol-8-yl)(methyl)carbamate ClC1=C(C2=C(NC3=C(C=C(C(=C23)C#N)F)N(C(OC(C)(C)C)=O)C)N=C1)Cl